1-(Chloromethyl)-4-[3-(trifluoromethoxy)phenoxy]benzene ClCC1=CC=C(C=C1)OC1=CC(=CC=C1)OC(F)(F)F